(2R)-2-hydroxy-2-phenyl-1-[5-[6-(trifluoromethyl)pyridine-2-sulfonyl]-1H,2H,3H,4H,5H,6H-pyrrolo[3,4-c]pyrrol-2-yl]ethan-1-one O[C@@H](C(=O)N1CC=2CN(CC2C1)S(=O)(=O)C1=NC(=CC=C1)C(F)(F)F)C1=CC=CC=C1